2-(3-{2-[3,3-dimethyl-1-(prop-2-enoyl)azetidin-2-yl]ethynyl}pyridin-4-yl)-3-[(3-fluoro-2-methoxyphenyl)amino]-1H,5H,6H,7H-pyrrolo[3,2-c]pyridin-4-one CC1(C(N(C1)C(C=C)=O)C#CC=1C=NC=CC1C1=C(C=2C(NCCC2N1)=O)NC1=C(C(=CC=C1)F)OC)C